ClC1=CC=C(C=C1)NC(=O)NC1=CC=C(S1)C=1C=C(C(=O)OC)C=CC1 Methyl 3-(5-{[(4-chlorophenyl)carbamoyl]amino}thiophen-2-yl)benzoate